3-methoxy-N-(7-oxo-5-phenyl-1H-[1,2,4]triazolo[1,5-a]pyrimidin-2-yl)benzamide COC=1C=C(C(=O)NC=2NN3C(=NC(=CC3=O)C3=CC=CC=C3)N2)C=CC1